ethyl (difluoromethyl) sulfide FC(F)SCC